C1(CCCC1)NS(=O)(=O)C1=CC(=CC=C1)NC1=NC(=NC=C1C)NC1=CC=C(C=C1)N1CCN(CC1)C N-cyclopentyl-3-((5-methyl-2-((4-(4-methylpiperazin-1-yl)phenyl)amino)pyrimidin-4-yl)amino)benzenesulfonamide